(7-Cyano-5-isopropylthieno[3,2-b]pyridin-2-yl)boronic acid C(#N)C1=C2C(=NC(=C1)C(C)C)C=C(S2)B(O)O